terbium-holmium [Ho].[Tb]